COC1=NC(=NN2C1=C(C=C2)C2=CC1=NC=CC=C1N2)NC2CCC(CC2)(O)C trans-4-((4-Methoxy-5-(1H-pyrrolo[3,2-b]pyridin-2-yl)pyrrolo[2,1-f][1,2,4]triazin-2-yl)amino)-1-methylcyclohexan-1-ol